COC(=O)C1=NC(=CC2=C1CNC2=O)N2[C@@H](CCC2)C.N2=C(C(=C(C(=C2[2H])[2H])[2H])[2H])C2=NC(=C(C(=C2[2H])[2H])[2H])[2H] 2,2'-bipyridine-d8 methyl-(R)-6-(2-methylpyrrolidin-1-yl)-1-oxo-2,3-dihydro-1H-pyrrolo[3,4-c]pyridine-4-carboxylate